B([O-])([O-])[O-].[Na+].[Na+].[Na+].[Na+].[Na+] pentasodium borate